C(CC)OCOCC\C=C/CC[Mg]Br (3Z)-6-(propoxymethoxy)-3-hexenyl-magnesium bromide